FC(C1=CC=C(C=C1)C#CC1(CCC1)O)(F)F 1-((4-(trifluoromethyl)phenyl)ethynyl)cyclobutanol